5-bromo-6-methoxy-4,8-dimethylquinolin-2(1H)-one BrC1=C2C(=CC(NC2=C(C=C1OC)C)=O)C